COCC1=C(N=CC=2NC3=CC=C(C=C3C21)OCC=2N=CSC2)C(=O)O 4-(methoxymethyl)-6-(thiazol-4-ylmethoxy)-9H-pyrido[3,4-b]indole-3-carboxylic acid